COC(\C(=C(/C(=O)OC)\C)\C)=O 2,3-dimethylmaleic acid dimethyl ester